3-dimethylamino-2-(dimethylaminomethyl)propyl-trimethoxysilane CN(CC(C[Si](OC)(OC)OC)CN(C)C)C